FC=1C=C2C(=NN(C2=C(C1)F)COCC[Si](C)(C)C)CCN(C(C)C)C N-(2-(5,7-difluoro-1-((2-(trimethylsilyl)ethoxy)methyl)-1H-indazol-3-yl)ethyl)-N-methylpropan-2-amine